ClC(C1=NC(=NO1)C=1C=CC(=NC1)CP(NC1=CC=C(C=C1)C)(=O)C)(F)F P-((5-(5-(chlorodifluoromethyl)-1,2,4-oxadiazol-3-yl)pyridin-2-yl)methyl)-P-methyl-N-(p-tolyl)phosphinic amide